(R)-3-(isoquinolin-4-yl)-2-oxo-1-(5-(trifluoromethyl)pyridazin-3-yl)imidazolidine-4-carbonitrile C1=NC=C(C2=CC=CC=C12)N1C(N(C[C@@H]1C#N)C=1N=NC=C(C1)C(F)(F)F)=O